3-amino-4-(2-(4-((3-fluoro-5-(1-methyl-1H-pyrazol-5-yl)pyridin-2-yl)oxy)phenyl)-2H-1,2,3-triazol-4-yl)butanoic acid hydrochloride Cl.NC(CC(=O)O)CC1=NN(N=C1)C1=CC=C(C=C1)OC1=NC=C(C=C1F)C1=CC=NN1C